2-{[(oxacyclopentane-3-yl)carbonyl](2,6-difluoropyridin-4-yl)amino}-N-(2,2-dimethylcyclobutyl)-5-methylthiazole-4-carboxamide O1CC(CC1)C(=O)N(C=1SC(=C(N1)C(=O)NC1C(CC1)(C)C)C)C1=CC(=NC(=C1)F)F